(S)-N-(1H-indol-6-yl)-4-methyl-2-(1-oxoisoindol-2-yl)pentanamide N1C=CC2=CC=C(C=C12)NC([C@H](CC(C)C)N1C(C2=CC=CC=C2C1)=O)=O